N-(3-(4-amino-5-(3-methoxy-4-(6-methylpyridin-2-yloxy)phenyl)-7-methyl-7H-pyrrolo[2,3-d]pyrimidin-6-yl)phenyl)acrylamide NC=1C2=C(N=CN1)N(C(=C2C2=CC(=C(C=C2)OC2=NC(=CC=C2)C)OC)C=2C=C(C=CC2)NC(C=C)=O)C